N,N-bis(4-methoxybenzyl)-5-morpholinopyrimidin-2-amine COC1=CC=C(CN(C2=NC=C(C=N2)N2CCOCC2)CC2=CC=C(C=C2)OC)C=C1